FC1CC(C1)F 1,3-difluorocyclobutane